CC(C(=O)OC(C)(C)C)(C(C)C)C1=CC(=NO1)N1CCC(CC1)C=1C=C2C(C=3N(C=4C=CC=C(C4C(N3)=O)Cl)C2=CC1)(C)C tert-butyl methyl-2-(3-(4-(4-chloro-7,7-dimethyl-5-oxo-5,7-dihydroindolo[1,2-a]quinazolin-9-yl)piperidin-1-yl)isoxazol-5-yl)-3-methylbutanoate